CC1=CC=C(C=C1)S(=O)(=O)O.NC/C(/COC1=CC2=C(N=C(O2)NCC=2C=NC(=CC2)C(F)(F)F)C=C1)=C\F (E)-6-((2-(aminomethyl)-3-fluoroallyl)oxy)-N-((6-(trifluoromethyl)pyridin-3-yl)methyl)benzo[d]oxazol-2-amine 4-methylbenzenesulfonate